C(\C=C\C1=CC=C(C=C1)O)(=O)O Para-coumaric acid